6-acetyl-3-(6-fluoropyridin-3-yl)-2-(4-(4-methyl-4H-1,2,4-triazol-3-yl)piperidin-1-yl)benzonitrile C(C)(=O)C1=CC=C(C(=C1C#N)N1CCC(CC1)C1=NN=CN1C)C=1C=NC(=CC1)F